2-acetylamino-2-deoxy-D-glucose C(C)(=O)N[C@@H](C=O)[C@@H](O)[C@H](O)[C@H](O)CO